[Si](C1=CC=CC=C1)(C1=CC=CC=C1)(C(C)(C)C)OCC1CN(C1)C1=CC=C(C=C1)N1CNCC=C1 1-(4-(3-(((tert-butyldiphenylsilyl)oxy)methyl)azetidin-1-yl)phenyl)Dihydropyrimidine